N-[2-(dimethylamino)ethyl]-2-fluoro-4-nitroaniline CN(CCNC1=C(C=C(C=C1)[N+](=O)[O-])F)C